2-(3-Isopropyl-5-methyl-pyrazol-1-yl)-1-[(2S)-2-(2-chloro-5-fluoro-3-methyl-phenyl)pyrrolidin-1-yl]ethanone C(C)(C)C1=NN(C(=C1)C)CC(=O)N1[C@@H](CCC1)C1=C(C(=CC(=C1)F)C)Cl